ClC=1C(=C2C(=NC1)NC(=N2)C2=CC=C(C=C2)N2CCN(CC2)CC2=NC(=CC=C2)C)NC2CCN(CC2)CC 6-Chloro-N-(1-ethylpiperidin-4-yl)-2-(4-{4-[(6-methylpyridin-2-yl)methyl]piperazin-1-yl}phenyl)-3H-imidazo[4,5-b]pyridin-7-amine